CC(CCCCCC)(C)C=1C=C(C2=C(OC([C@H]3[C@H]2CC(CC3)=O)(C)C)C1)O |r| (±)-trans-3-(1,1-dimethylheptyl)-7,8,10,10a-tetrahydro-1-hydroxy-6,6-dimethyl-6H-dibenzo-[b,d]pyran-9(6aH)one